4-[(4-aminophenyl)amino]-4-oxo-2-butenoic acid sodium [Na].NC1=CC=C(C=C1)NC(C=CC(=O)O)=O